O[C@@H]1C[C@H]2[C@@H]3CCC([C@@]3(C)CC[C@@H]2[C@]2(CCC(CC12)CCCCCC(=O)O)C)=O 6-(6beta-hydroxy-17-oxoandrostane-3-yl)caproic acid